COC(=O)C1N(CC(C1)C=1C=NC(=CC1)OCC)C(C)=O 1-acetyl-4-(6-ethoxypyridin-3-yl)pyrrolidine-2-carboxylic acid methyl ester